NCC=1C=C(C=CC1)C=1C=C(C2=C(C(=CO2)COC2=C(C=CC=C2)CC(=O)OCC)C1)NCC1OCCC1 ethyl 2-(2-((5-(3-(aminomethyl)phenyl)-7-(((tetrahydrofuran-2-yl)methyl)amino)benzofuran-3-yl)methoxy)phenyl)acetate